tert-butyl 7-[4-[3-chloro-4-(difluoromethoxy)anilino]pyrido[3,2-d]pyrimidin-6-yl]-4,7-diazaspiro[2.5]octane-4-carboxylate ClC=1C=C(NC=2C3=C(N=CN2)C=CC(=N3)N3CCN(C2(CC2)C3)C(=O)OC(C)(C)C)C=CC1OC(F)F